FC1(CC2(CN(C2)C(=O)C=2C=C3CN(C(C3=CC2)=O)C2C(NC(CC2)=O)=O)C1)C1=CC=C(C=C1)F 3-(5-(6-fluoro-6-(4-fluorophenyl)-2-azaspiro[3.3]heptane-2-carbonyl)-1-oxoisoindolin-2-yl)piperidine-2,6-dione